2-(4-methylpiperazine-1-yl)-4-fluoropyridine-5-boronic acid CN1CCN(CC1)C1=NC=C(C(=C1)F)B(O)O